di((Z)-non-2-en-1-yl) 9-isothiocyanatoheptadecanedioate N(=C=S)C(CCCCCCCC(=O)OC\C=C/CCCCCC)CCCCCCCC(=O)OC\C=C/CCCCCC